N-(4-Hydroxyphenyl)-5-(5-methoxy-2-{[(3R)-3-methyl-3,4-dihydroisoquinolin-2(1H)-yl]carbonyl}phenyl)-1,2-dimethyl-N-(pyridin-4-yl)-1H-pyrrole-3-carboxamide hydrochloride Cl.OC1=CC=C(C=C1)N(C(=O)C1=C(N(C(=C1)C1=C(C=CC(=C1)OC)C(=O)N1CC2=CC=CC=C2C[C@H]1C)C)C)C1=CC=NC=C1